ClC1=C(C(=CC=C1)Cl)C(C)N1N=CC(=C1)[N+](=O)[O-] 1-(1-(2,6-dichlorophenyl)ethyl)-4-nitro-1H-pyrazole